COC=1C(=CC2=C(C=C(S2)C(C[C@@H](C(=O)OC)C)=O)C1)CCC methyl (2S)-4-(5-methoxy-6-propyl-1-benzothien-2-yl)-2-methyl-4-oxobutanoate